7-chloro-1,3,4,5-tetrahydro-2H-benzo[b]azepin-2-one ClC1=CC2=C(NC(CCC2)=O)C=C1